2-[[4-[3,5-dicyclopropyl-2-(2H-tetrazol-5-yl)phenyl]piperazin-1-yl]methyl]-1,3-benzothiazole C1(CC1)C=1C(=C(C=C(C1)C1CC1)N1CCN(CC1)CC=1SC2=C(N1)C=CC=C2)C=2N=NNN2